6-Azaspiro[2.5]octan-6-yl-N-(7-cyclopropylquinolin-4-yl)-4-iodobenzamide C1CC12CCN(CC2)C2=C(C(=O)NC1=CC=NC3=CC(=CC=C13)C1CC1)C=CC(=C2)I